4-((5-chloro-4-(1-isopropyl-1H-pyrazol-4-yl)pyrimidin-2-yl)amino)-3-methoxy-N-methyl-N-(1-methylpiperidin-4-yl)benzamide ClC=1C(=NC(=NC1)NC1=C(C=C(C(=O)N(C2CCN(CC2)C)C)C=C1)OC)C=1C=NN(C1)C(C)C